(5'S,7a'R)-5'-(3,5-difluorophenyl)-1-(4-ethylpyridine-2-carbonyl)tetrahydro-3'H-spiro[piperidine-4,2'-pyrrolo[2,1-b][1,3]oxazol]-3'-one FC=1C=C(C=C(C1)F)[C@@H]1CC[C@H]2OC3(C(N21)=O)CCN(CC3)C(=O)C3=NC=CC(=C3)CC